Methyl-azetidin-3-yl(1-(4-fluoro-3-(trifluoromethyl)phenyl)cyclopropyl)-Carbamat COC(N(C1(CC1)C1=CC(=C(C=C1)F)C(F)(F)F)C1CNC1)=O